OC=1C=CC=C2CCN([C@@H](C12)CN1C(CCC1)=O)C(=O)OC(C)(C)C (S)-tert-butyl 8-hydroxy-1-((2-oxopyrrolidin-1-yl) methyl)-3,4-dihydroisoquinoline-2(1H)-carboxylate